N1(CCOCC1)C(=S)SC1=CC=C(C=C1)Br 4-bromophenyl morpholine-4-carbodithioate